CCCCCC(C)(C)C trimethylhexane